C[C@@H]1[C@H](N(CCO1)C(=O)OC(C)(C)C)C(=O)ON1C(C2=C(C(=C(C(=C2C1=O)Cl)Cl)Cl)Cl)=O 4-(tert-butyl) 3-(4,5,6,7-tetrachloro-1,3-dioxoisoindolin-2-yl) (2R,3S)-2-methylmorpholine-3,4-dicarboxylate